CN(C(=O)N1CCN(CC1)C=1C=2N(C=C(C1)S(=O)(=O)N(C(OC(C)(C)C)=O)C1(CC1)C)C(=CN2)COC)C tert-butyl ((8-(4-(dimethylcarbamoyl)piperazin-1-yl)-3-(methoxymethyl)imidazo[1,2-a]pyridin-6-yl)sulfonyl)(1-methylcyclopropyl)carbamate